cobalt copper salt [Cu].[Co]